COC1=CC=C(C=C1)C(OC[C@@H]1[C@H]([C@H]([C@@H](O1)N1C=NC=2C(=O)N(C=NC12)CCOCNC(CNC(=O)OCC[Si](C)(C)C)=O)O[Si](C)(C)C(C)(C)C)O)(C1=CC=CC=C1)C1=CC=C(C=C1)OC 5'-O-[bis(4-methoxyphenyl)(phenyl)methyl]-2'-O-[tert-butyl(dimethyl)silyl]-1-(2-{[(N-{[2-(trimethylsilyl)ethoxy]carbonyl}glycyl)amino]methoxy}ethyl)inosine